C1(CC1)C1=C(C=C(C=C1)C=1N=C(SC1F)NS(=O)(=O)C1=NC=C(C=C1C)/N=C/C1=C(C(=CC=C1)OC)O)F (E)-N-(4-(4-cyclopropyl-3-fluorophenyl)-5-fluorothiazol-2-yl)-5-((2-hydroxy-3-methoxybenzylidene)amino)-3-methylpyridine-2-sulfonamide